C12CNCC(N1C=1C=C3C(N(C(C3=CC1)=O)N1C(NC(CC1)=O)=O)=O)C2 5-(3,6-diazabicyclo[3.1.1]heptane-6-yl)-2-(2,4-dioxotetrahydropyrimidine-1(2H)-yl)isoindoline-1,3-dione